S1C=NC2=C1C=C(C=C2)\C=C\2/N=C(NC2=O)NC2CC1(C2)CCC1 (4Z)-4-(1,3-Benzothiazol-6-ylmethylene)-2-(spiro[3.3]heptan-2-ylamino)-1H-imidazol-5-one